4-bromo-5-[4-(3,5-dichloro-benzoyl)-piperazin-1-yl]-benzofuran-2-carboxylic acid BrC1=C(C=CC2=C1C=C(O2)C(=O)O)N2CCN(CC2)C(C2=CC(=CC(=C2)Cl)Cl)=O